2-(5-(ethylthio)-1,3,4-thiadiazol-2-yl)benzo[d]isothiazol-3(2H)-one C(C)SC1=NN=C(S1)N1SC2=C(C1=O)C=CC=C2